ClC1=NC=NC(=C1C=O)NC1=C(C=C(C=C1)F)OC(F)(F)F 4-chloro-6-[4-fluoro-2-(trifluoromethoxy)anilino]pyrimidine-5-carbaldehyde